[N].N1C(=O)NC=2NC(=O)NC2C1=O uric acid Nitrogen